C(C)(=O)O[C@@H]1C=C[C@@H](C1)O (cis-4-hydroxycyclopent-2-en-1-yl) acetate